CON(C(C1=C(N=C(C=C1)C(F)(F)F)NC1=CC=CC=C1)=O)C N-methoxy-N-methyl-2-(phenylamino)-6-(trifluoromethyl)nicotinamide